FC=1C=C(C=CC1F)C1CCC(CC1)N1CCC2(CS(C2)(=O)=O)CC1 7-((1s,4s)-4-(3,4-difluorophenyl)cyclohexyl)-2-thia-7-azaspiro[3.5]nonane 2,2-dioxide